3-(4-ethyl-2,5-dioxo-imidazolidin-4-yl)-2-methyl-propanoic acid C(C)C1(NC(NC1=O)=O)CC(C(=O)O)C